FC1=C(C=CC(=C1)F)S(=O)(=O)NC=1C(=NC=C(C1)C1=NC2=C(C=CN=C2C=C1)N1CCN(CC1)C(\C=C\C(C)=O)=O)OC (E)-2,4-difluoro-N-(2-methoxy-5-(8-(4-(4-oxopent-2-enoyl)piperazin-1-yl)-1,5-naphthyridin-2-yl)pyridin-3-yl)benzenesulfonamide